ClC1=CC2=C(CN(CC2C2=C(C=C(C=C2)OC)C=2C(=NN(C2)CC)C(F)(F)F)C(=O)OC(C)(C)C)S1 tert-Butyl 2-chloro-4-(2-(1-ethyl-3-(trifluoromethyl)-1H-pyrazol-4-yl)-4-methoxyphenyl)-4,7-dihydrothieno[2,3-c]pyridine-6(5H)-carboxylate